O=C(CC#N)N1C[C@@H](CCC1)NC1=C2C(=NC=C1C1=NC=CC=C1)NC=C2 (R)-3-oxo-3-(3-((5-(pyridin-2-yl)-1H-pyrrolo[2,3-b]pyridin-4-yl)amino)piperidin-1-yl)propanenitrile